(S)-(5-(3,5-difluorophenyl)-4,5-dihydro-1H-pyrazol-1-yl)(3-(5-(1,4-dimethyl-1H-pyrazol-5-yl)-2-fluorophenoxy)azetidin-1-yl)methanone FC=1C=C(C=C(C1)F)[C@@H]1CC=NN1C(=O)N1CC(C1)OC1=C(C=CC(=C1)C1=C(C=NN1C)C)F